CC=1C=C(C=C(C1O)C)CC1=CC(=C(C(=C1)C)O)C Bis-(3,5-dimethyl-4-hydroxyphenyl)-methan